NC=1C(=NC(=C(N1)F)C1=CC=C(C=C1)N1CCN(CC1)CC)C=1C=C2C=CNC(C2=C(C1)F)=O 6-(3-amino-6-(4-(4-ethylpiperazin-1-yl)phenyl)-5-fluoropyrazin-2-yl)-8-fluoroisoquinolin-1(2H)-one